CN(C(OC(C)(C)C)=O)C(C(NC1=CC=C(C=C1)C1=C2C(=NC=C1)N(C=C2)S(=O)(=O)C2=CC=CC=C2)=O)CC2=CC=CC=C2 tert-Butyl methyl(1-oxo-3-phenyl-1-((4-(1-(phenylsulfonyl)-1H-pyrrolo[2,3-b]pyridin-4-yl)phenyl)amino)propan-2-yl)carbamate